C(C)OCC=1C=C2C(=C(N(C2=C(C1)NC1CCOCC1)C)C1=CC=CC=C1)COC 5-(ethoxymethyl)-3-(methoxymethyl)-1-methyl-2-phenyl-N-(Tetrahydro-2H-pyran-4-yl)-1H-indol-7-amine